BrC1=C(C=C(C=O)C=C1F)F 4-bromo-3,5-difluorobenzaldehyde